[2H]C1=CSC=2N=CN=C(C21)N2CC=1C=C(C=NC1CC2)C(F)(F)F 5-deuterio-4-[3-(trifluoromethyl)-7,8-dihydro-5H-1,6-naphthyridin-6-yl]thieno[2,3-d]pyrimidine